BrC=1C(=CC(=C(C1)C1=C(C=C2C(=NC(N3C2=C1SC[C@H](C3)OC3=NC=CC=N3)=O)N3C[C@@H](N[C@@H](C3)C)C)C(F)(F)F)F)F (3S)-11-(5-bromo-2,4-difluorophenyl)-8-((3S,5R)-3,5-dimethylpiperazin-1-yl)-3-(pyrimidin-2-yloxy)-10-(trifluoromethyl)-3,4-dihydro-2H,6H-[1,4]thiazepino[2,3,4-ij]quinazolin-6-one